BrC1=C(C=CC2=C1N=C(N(S2(=O)=O)COCC[Si](C)(C)C)NCC2=NC=CC=C2F)F 5-bromo-6-fluoro-3-(((3-fluoropyridin-2-yl)methyl)amino)-2-((2-(trimethylsilyl)ethoxy)methyl)-2H-benzo[e][1,2,4]thiadiazine 1,1-dioxide